N=1N2C(=CC1C=1N=C(C(=NC1)N)C(F)(F)F)[C@]1(CC2)CNCC1 5-[(3R)-5',6'-Dihydrospiro[pyrrolidine-3,4'-pyrrolo[1,2-b]pyrazol]-2'-yl]-3-(trifluoromethyl)pyrazin-2-amine